N=1N=C(N2C1COCC2)C=2C1=C(N(N2)C2CN(CCC2)CCN2CCOCC2)C=2C=CC=C(C2S(C1)(=O)=O)F 3-(6,8-dihydro-5H-[1,2,4]triazolo[3,4-c][1,4]oxazin-3-yl)-6-fluoro-1-(1-(2-morpholinoethyl)piperidin-3-yl)-1,4-dihydro-thiochromeno[4,3-c]pyrazole 5,5-dioxide